6,7-dichloro-2-methylsulfonyl-10-(1H-pyrazol-4-yl)-3,4-dihydro-1H-pyrazino[1,2-a]indole ClC1=C(C=CC=2C(=C3N(C12)CCN(C3)S(=O)(=O)C)C=3C=NNC3)Cl